N-(Benzo[b]thiophen-2-yl)-5-methoxy-2-((4-methylphenyl)sulfonamido)benzamid S1C2=C(C=C1NC(C1=C(C=CC(=C1)OC)NS(=O)(=O)C1=CC=C(C=C1)C)=O)C=CC=C2